CC1OCCC1 methyloxolane